(R)-N-2-Propynyl-1-indanamine C(C#C)N[C@@H]1CCC2=CC=CC=C12